CN(S(=O)(=O)C1=CC=CC=C1)C (dimethylsulfamoyl)benzene